1-(tert-butyl) 6a-methyl (3aR,6aS)-3-(((chloromethyl)sulfonyl)oxy)-3a-(3-(4,4,5,5-tetramethyl-1,3,2-dioxaborolan-2-yl)propyl)hexahydrocyclopenta[b]pyrrole-1,6a-dicarboxylate ClCS(=O)(=O)OC1[C@]2([C@@](N(C1)C(=O)OC(C)(C)C)(CCC2)C(=O)OC)CCCB2OC(C(O2)(C)C)(C)C